BrC=1C(=C(C(N(C1)C\C=C\C)=O)C)C 5-bromo-1-[(E)-but-2-enyl]-3,4-dimethyl-pyridin-2-one